(2-(3-fluoro-4-(trifluoromethyl)phenoxy)ethyl)carbamic acid tert-butyl ester C(C)(C)(C)OC(NCCOC1=CC(=C(C=C1)C(F)(F)F)F)=O